(4-{5-[5-Chloro-6-(2-methoxyethoxy)-1H-indazol-3-yl]-isoxazol-3-yl}-phenyl)-[3-(4-methylpiperazin-1-yl)-azetidin-1-yl]-methanon ClC=1C=C2C(=NNC2=CC1OCCOC)C1=CC(=NO1)C1=CC=C(C=C1)C(=O)N1CC(C1)N1CCN(CC1)C